CN1CC(OCC1)CO (4-methylmorpholin-2-yl)methanol